(S)-8-(difluoromethoxy)-5'-fluoro-6-(trifluoromethyl)-2'H,3H-spiro[imidazo[1,2-a]pyridine-2,1'-naphthalen]-4'(3'H)-one FC(OC=1C=2N(C=C(C1)C(F)(F)F)C[C@@]1(CCC(C3=C(C=CC=C13)F)=O)N2)F